C(C)(C)(C)C=1C=CC2=C(OCO2)C1 6-tert-butyl-1,3-benzodioxole